(S)-2-((4-(1H-benzo[d]imidazol-2-yl)-6,7-dihydro-1H-imidazo[4,5-c]pyridin-5(4H)-yl)methyl)thiazole N1C(=NC2=C1C=CC=C2)[C@H]2N(CCC1=C2N=CN1)CC=1SC=CN1